C(C)(=O)NC1=NC=CC(=C1)C1=C(N=C(N1)SC)C=1C=C(C=CC1)NC(=O)C1=CC=CC2=CC=CC=C12 N-(3-(5-(2-acetamidopyridin-4-yl)-2-(methylthio)-1H-imidazol-4-yl)phenyl)-1-naphthamide